BrC1=C(C(=C(C#N)C=C1C1=CC(=NC=C1)F)F)C(C)C 4-bromo-2-fluoro-5-(2-fluoropyridin-4-yl)-3-isopropylbenzonitrile